(6-fluoro-2,4-bis((2-methylpyrimidin-5-yl)oxy)-9H-pyrimido[4,5-b]indol-8-yl)(methyl-d3)carbamic acid tert-butyl ester C(C)(C)(C)OC(N(C([2H])([2H])[2H])C=1C=C(C=C2C3=C(NC12)N=C(N=C3OC=3C=NC(=NC3)C)OC=3C=NC(=NC3)C)F)=O